tert-butyl 4-prop-2-ynylpiperidine-1-carboxylate C(C#C)C1CCN(CC1)C(=O)OC(C)(C)C